3-methacryloxypropyl-tris(trifluoroacetoxy)silane C(C(=C)C)(=O)OCCC[Si](OC(C(F)(F)F)=O)(OC(C(F)(F)F)=O)OC(C(F)(F)F)=O